C(C)OC(CN1N=C(C=2C(C1=O)=CN(N2)CC)C(C)C)=O (2-ethyl-7-isopropyl-4-oxo-pyrazolo[3,4-d]pyridazin-5-yl)acetic acid ethyl ester